N-[(S)-(4,4-Difluorocyclohexyl)-[6-[(1R)-1-(4,4,4-trifluorobutanoylamino)ethyl]-1H-benzimidazol-2-yl]methyl]-3-methyl-1H-pyrazole-4-carboxamide FC1(CCC(CC1)[C@H](NC(=O)C=1C(=NNC1)C)C1=NC2=C(N1)C=C(C=C2)[C@@H](C)NC(CCC(F)(F)F)=O)F